FC=1C=C(C=2CCCC(C2C1)F)C#N 3,5-Difluoro-5,6,7,8-tetrahydronaphthalene-1-carbonitrile